mono-tertiary-butyl-hydroquinone C(C)(C)(C)C1=C(O)C=CC(=C1)O